behenyl-propyldihydroxypropylamine C(CCCCCCCCCCCCCCCCCCCCC)N(CCC(O)O)CCC